dodecyl-dimethylallylammonium chloride [Cl-].C(CCCCCCCCCCC)[NH2+]CC=C(C)C